tert-butyl (1-(chlorocarbonyl) piperidin-4-yl)(methyl)carbamate ClC(=O)N1CCC(CC1)N(C(OC(C)(C)C)=O)C